ClC=1C=C2C=C(NC2=CC1OCC1=CC(=NO1)C)CNC(CC(F)(F)F)=O N-({5-chloro-6-[(3-methyl-5-isoxazolyl)methoxy]-2-indolyl}methyl)3,3,3-trifluoropropionamide